C1(CC1)C1=C(C=C(C=C1)C(NC(=O)C1N(CC(C1)F)C(CN1N=CC=C1)=O)C1=CC=CC=C1)F N-[(4-cyclopropyl-3-fluorophenyl)(phenyl)methyl]-4-fluoro-1-[2-(1H-pyrazol-1-yl)acetyl]pyrrolidine-2-carboxamide